1-bromo-3,7-dimethyl-octane BrCCC(CCCC(C)C)C